(R)-2-(1-(naphthalen-1-yl)ethyl)-2-azaspiro[3.3]heptane-6-methanol C1(=CC=CC2=CC=CC=C12)[C@@H](C)N1CC2(C1)CC(C2)CO